O[C@H]1[C@H]2CC[C@@H](C1)N2 (1R,2R,4S)-2-hydroxy-7-azabicyclo[2.2.1]heptan